C1(CCCC1)OC=1C=C(C=CC1OC)C1CC(NC1)=O 4-(3-(cyclopentyloxy)-4-methoxyphenyl)pyrrolidin-2-one